2-bromo-1-(6-bromo-3-((4-methoxybenzyl)amino)pyrazin-2-yl)pentane-1,3-dione methyl-2-chloro-7,8-dihydro-5H-pyrano[4,3-b]pyridine-3-carboxylate COC(=O)C=1C=C2C(=NC1Cl)CCOC2.BrC(C(=O)C2=NC(=CN=C2NCC2=CC=C(C=C2)OC)Br)C(CC)=O